2-bromo-N-((4,6-dimethyl-2-oxo-1,2-dihydropyridin-3-yl)methyl)-6-methyl-5-(methyl-(tetrahydro-2H-pyran-4-yl)amino)indolizine-7-carboxamide BrC=1C=C2C=C(C(=C(N2C1)N(C1CCOCC1)C)C)C(=O)NCC=1C(NC(=CC1C)C)=O